tertbutyl 8-methoxy-4-(1-methyl-7-methylsulfanyl-2-oxo-4H-pyrimido[4,5-d]pyrimidin-3-yl)-3,4-dihydro-2H-quinoline-1-carboxylate COC=1C=CC=C2C(CCN(C12)C(=O)OC(C)(C)C)N1C(N(C2=NC(=NC=C2C1)SC)C)=O